NC1=CC2=C(OCCN(S2(=O)=O)C2=CC=C(C=C2)C(F)(F)F)C=C1 8-amino-2-(4-(trifluoromethyl)phenyl)-3,4-dihydro-2H-benzo[b][1,4,5]oxathiazepine 1,1-dioxide